5-{3-[(E)-2-(2,2-difluoro-benzo[1,3]dioxol-5-yl)-vinyl]-phenyl}-1H-[1,2,3]triazole-4-carbonitrile FC1(OC2=C(O1)C=CC(=C2)/C=C/C=2C=C(C=CC2)C2=C(N=NN2)C#N)F